BrC=1C=C(COC2=C(C(=O)NC=3C=NC=CC3)C=CC=C2)C=CC1 2-(3-bromo-benzyloxy)-N-(pyridin-3-yl)benzamide